ClC1=CC(=NC=C1Cl)N1CCN(CC1)CC=1C=C2CN(C(C2=CC1)=O)C1C(NC(CC1)=O)=O 3-(5-((4-(4,5-dichloropyridin-2-yl)piperazin-1-yl)methyl)-1-oxoisoindolin-2-yl)piperidine-2,6-dione